[O-2].[La+3].[Cl+].[O-2] chlorine lanthanum oxide